4-(2,5-difluorobenzyl)piperidine-4-carbonitrile hydrochloride Cl.FC1=C(CC2(CCNCC2)C#N)C=C(C=C1)F